O=C(CC(=O)SCCNC(CCNC([C@@H](C(COP(OP(OC[C@@H]1[C@H]([C@H]([C@@H](O1)N1C=NC=2C(N)=NC=NC12)O)OP(=O)(O)O)(=O)O)(=O)O)(C)C)O)=O)=O)CC(CC(CCCCC)=O)=O 3,5,7-trioxododecanoyl-coenzyme A